FC1=C(C=CC(=C1)B1OC(C(O1)(C)C)(C)C)C(=O)N1CCOCC1 (2-fluoro-4-(4,4,5,5-tetramethyl-1,3,2-dioxaborolan-2-yl)phenyl)(morpholinyl)methanone